3-((trifluoromethyl)sulfonyl)-2,3,4,5-tetrahydro-1H-benzo[d]azepin-7-ol FC(S(=O)(=O)N1CCC2=C(CC1)C=C(C=C2)O)(F)F